NCC=1C(=C(C=CC1)NC(OC(C)(C)C)=O)F tert-butyl (3-(aminomethyl)-2-fluorophenyl)carbamate